(2S)-2-[4-chloro-5-fluoro-2-(4-butoxy-4,5-dihydroisoxazol-3-yl)phenoxy]propionic acid ethyl ester C(C)OC([C@H](C)OC1=C(C=C(C(=C1)F)Cl)C1=NOCC1OCCCC)=O